Methyl 6-(4-chlorophenyl)-2-(5-chloro-3-thienyl)-3-oxo-2,3-dihydropyridazine-4-carboxylate ClC1=CC=C(C=C1)C=1C=C(C(N(N1)C1=CSC(=C1)Cl)=O)C(=O)OC